ClC1=CC=C(\C=N\C2=C(C(C=C(C2=O)C(C)C)=O)C)C=C1 (E)-3-((4-chlorobenzylidene)amino)-5-isopropyl-2-methylcyclohexane-2,5-diene-1,4-dione